isopropyl laurate sarcosinate N(C)CC(=O)O.C(CCCCCCCCCCC)(=O)OC(C)C